FC1(C(C(C(C(C1(F)F)(F)F)(F)F)(F)F)(F)F)C(=O)[O-] perfluorocyclohexanecarboxylate